tert-butyl (3-(3-fluorophenyl)-8-methyl-3,4-dihydro-2H-benzo[4,5]imidazo[2,1-b][1,3]thiazin-3-yl)carbamate FC=1C=C(C=CC1)C1(CN2C(SC1)=NC1=C2C=CC(=C1)C)NC(OC(C)(C)C)=O